3-(3-((tert-butyldimethylsilyl)oxy)-2-fluoropropoxy)-2',5'-dimethyl-4-nitro-2'H-1,3'-bipyrazole [Si](C)(C)(C(C)(C)C)OCC(COC1=NN(C=C1[N+](=O)[O-])C=1N(N=C(C1)C)C)F